C(C)N1C=NC2=C1N=NC=C2C2=CC(=C(C=C2)F)C2=CC1=CN(N=C1C=C2OC)CCOC 7-ethyl-4-(4-fluoro-3-(6-methoxy-2-(2-methoxyethyl)-2H-indazol-5-yl)phenyl)-7H-Imidazo[4,5-c]pyridazine